tert-butyl N-[(9S,13S)-3-(difluoromethyl)-10-fluoro-9-methyl-8-oxo-3,4,7-triazatricyclo[12.3.1.02,6]octadeca-1(18),2(6),4,14,16-pentaen-13-yl]carbamate FC(N1C=2C=3C=CC=C([C@H](CCC([C@H](C(NC2C=N1)=O)C)F)NC(OC(C)(C)C)=O)C3)F